C(C1=CC=CC=C1)OC=1C=C2C(=C(N(C2=CC1)C1=CC(=C(C=C1)F)C)C(C)C)C(C#N)C 2-[5-benzyloxy-1-(4-fluoro-3-methyl-phenyl)-2-isopropyl-indol-3-yl]Propionitrile